N-(4-(aminoethyl)benzyl)-2-(cycloocta-2-yn-1-yloxy)acetamide NCCC1=CC=C(CNC(COC2C#CCCCCC2)=O)C=C1